C[C@@H]1CN=C2N1C1=CC=C(C=C1C(N2CC=2C=NN1C2CNCC1)=O)S(=O)(=O)NC1(CC1)C (R)-1-methyl-N-(1-methylcyclopropyl)-5-oxo-4-((4,5,6,7-tetrahydropyrazolo[1,5-a]pyrazin-3-yl)methyl)-1,2,4,5-tetrahydroimidazo[1,2-a]quinazoline-7-sulfonamide